ClC=1C(=CC(=C(C(=O)O)C1)N1CCC(CC1)C(F)(F)F)C(F)(F)F 5-chloro-4-(trifluoromethyl)-2-(4-(trifluoromethyl)piperidin-1-yl)benzoic acid